2-(bicyclo[2.2.1]hept-5-en-2-ylmethoxy)acetic acid C12C(CC(C=C1)C2)COCC(=O)O